5-(cyclopropylmethoxy)-N-(3,3-difluoropiperidin-4-yl)-2-methyl-1-benzofuran-3-carboxamide C1(CC1)COC=1C=CC2=C(C(=C(O2)C)C(=O)NC2C(CNCC2)(F)F)C1